(R)-N-(3-(1-((2-amino-5-chloropyridin-3-yl)oxy)ethyl)-phenyl)-1-isopropyl-1H-pyrazole-4-carboxamide NC1=NC=C(C=C1O[C@H](C)C=1C=C(C=CC1)NC(=O)C=1C=NN(C1)C(C)C)Cl